ClC(C)C1(OCCO1)C 2-(1-chloroethyl)-2-methyl-1,3-dioxolane